ClC1=C(C(=CC=C1)N1CCN(CC1)C(C)C)NC(=O)N1CCC(CC1)(C)C1=NOC(=N1)C1(CC1)OC N-{2-chloro-6-[4-(propan-2-yl)piperazin-1-yl]phenyl}-4-[5-(1-methoxycyclopropyl)-1,2,4-oxadiazol-3-yl]-4-methylpiperidine-1-carboxamide